2-(4-(1-(3-fluoro-4-methoxybenzyl)-4-(5-methyloxazol-2-yl)-2-oxo-2,3-dihydro-1H-benzo[b]azepin-8-yl)-1H-pyrazol-1-yl)-2-methylpropanamide FC=1C=C(CN2C3=C(C=C(CC2=O)C=2OC(=CN2)C)C=CC(=C3)C=3C=NN(C3)C(C(=O)N)(C)C)C=CC1OC